(R)-4-(8-acrylamido-4-amino-6,7,8,9-tetrahydropyrimidino[5,4-b]indolizin-5-yl)-N-(pyridin-2-yl)benzamide C(C=C)(=O)N[C@H]1CN2C3=C(C(=C2CC1)C1=CC=C(C(=O)NC2=NC=CC=C2)C=C1)C(=NC=N3)N